ClC=1C=C(C#N)C=C(C1)N1C(N([C@]2(C1=O)CCN(CCC2)CC2CCOCC2)CC)=O (S)-3-chloro-5-(1-ethyl-2,4-dioxo-8-((tetrahydro-2H-pyran-4-yl)methyl)-1,3,8-triazaspiro[4.6]undec-3-yl)benzonitrile